1,3,5-tri(methylthio)benzene CSC1=CC(=CC(=C1)SC)SC